3,5-dimethyl-1-[5-methyl-1-[4-(trifluoromethoxy)phenyl]pyrazol-3-yl]piperazine CC1CN(CC(N1)C)C1=NN(C(=C1)C)C1=CC=C(C=C1)OC(F)(F)F